N-ethyl-N-(4-(7-oxo-7,8-dihydro-1,8-naphthyridin-4-yl)benzyl)sulfonamide hydrochloride Cl.C(C)N(S(=O)=O)CC1=CC=C(C=C1)C1=CC=NC=2NC(C=CC12)=O